[Br-].[Br-].C(C)[N+]1=CC=C(C=C1)C1=CC=[N+](C=C1)CC 1,1'-diethyl-4,4'-bipyridinium dibromide